ClC1=NC(=CC(=C1)C(O)C=1OC=CN1)NC1CCC(CC1)(F)F (2-chloro-6-((4,4-difluorocyclohexyl)amino)pyridin-4-yl)(oxazol-2-yl)methanol